4-((3R,3'R)-3'-hydroxy-2,4-dihydro-1H-spiro[isoquinoline-3,4'-piperidin]-1'-ylcarbonyl)-1-((S or R)-1,1,1-trifluoropropan-2-yl)pyridin-2(1H)-one O[C@@H]1CN(CC[C@@]12NCC1=CC=CC=C1C2)C(=O)C2=CC(N(C=C2)[C@H](C(F)(F)F)C)=O |o1:24|